(S)-4-(3-aminopiperidin-1-yl)-N-(2-(2-fluoro-6-methoxyphenyl)pyrimidin-4-yl)-6'-morpholino-[3,3'-bipyridin]-6-amine hydrochloride Cl.N[C@@H]1CN(CCC1)C1=C(C=NC(=C1)NC1=NC(=NC=C1)C1=C(C=CC=C1OC)F)C=1C=NC(=CC1)N1CCOCC1